CC1=NC=CC=C1OCCN(CC[C@@H](C(=O)O)NC1=NC=C(C=N1)C)CCCCC1=NC=2NCCCC2C=C1 (S)-4-((2-((2-methylpyridin-3-yl)oxy)ethyl)(4-(5,6,7,8-tetrahydro-1,8-naphthyridin-2-yl)butyl)amino)-2-((5-methylpyrimidin-2-yl)amino)butanoic acid